3-(2-chloro-4'-((R)-3-methyl-5-oxomorpholino)-[1,1'-biphenyl]-3-yl)piperidine-2,6-dione tert-butyl-(s)-3-methylpiperazine-1-carboxylate C(C)(C)(C)OC(=O)N1C[C@@H](NCC1)C.ClC1=C(C=CC=C1C1C(NC(CC1)=O)=O)C1=CC=C(C=C1)N1[C@@H](COCC1=O)C